diphenyl-tertPentoxyphosphine C1(=CC=CC=C1)P(OC(C)(C)CC)C1=CC=CC=C1